N-(3-(1,1-difluoroethyl)phenyl)-1-(4-(difluoromethoxy)-3-(5-methyl-1,2,4-oxadiazol-3-yl)phenyl)-3-methyl-5-oxo-4,5-dihydro-1H-pyrazole-4-carboxamide FC(C)(F)C=1C=C(C=CC1)NC(=O)C1C(=NN(C1=O)C1=CC(=C(C=C1)OC(F)F)C1=NOC(=N1)C)C